ClC=1C=C2C(=NC1)[C@]1([C@@](O2)([C@@H]([C@H]([C@H]1O)C(=O)O)C1=CC=CC=C1)C1=CC=C(C=C1)OC)O |r| rac-(5aR,6S,7R,8R,8aS)-3-chloro-8,8a-dihydroxy-5a-(4-methoxyphenyl)-6-phenyl-5a,7,8,8a-tetrahydro-6H-cyclopenta[4,5]furo[3,2-b]pyridine-7-carboxylic acid